(E)-N-(4-(3-chloro-4-fluorophenylamino)-7-(2-((1R,5S)-3-oxa-bicyclo[3.1.0]hexan-1-yl)ethynyl)quinazolin-6-yl)-4-(dimethylamino)but-2-enamide ClC=1C=C(C=CC1F)NC1=NC=NC2=CC(=C(C=C12)NC(\C=C\CN(C)C)=O)C#C[C@@]12COC[C@H]2C1